5-fluoro-2-(5-methyl-3-((3aS,7aR)-6-methyloctahydro-1H-pyrrolo[2,3-c]pyridin-1-yl)-1,2,4-triazin-6-yl)phenol FC=1C=CC(=C(C1)O)C1=C(N=C(N=N1)N1CC[C@H]2[C@@H]1CN(CC2)C)C